NC(CO)OC(CO)N 2,4-di-amino-di-ethylene glycol